FC=1C=C(C(=C(C1)C=1C2=C(N=CN1)NC(=C2)C2=CC=C(CN(CCCCCNC(OC(C)(C)C)=O)C)C=C2)C)NC(C2=C(C=C(C=C2)C(C)(C)O)F)=O tert-butyl (5-((4-(4-(5-fluoro-3-(2-fluoro-4-(2-hydroxypropan-2-yl)benzamido)-2-methylphenyl)-7H-pyrrolo[2,3-d]pyrimidin-6-yl)benzyl)(methyl)amino)pentyl)carbamate